5-Methoxy-2,2-dimethyl-N-(3-methyl-1-(2-(1-methylpiperidin-4-yl)ethyl)-1H-indazol-6-yl)-2H-chromene-6-carboxamide COC1=C2C=CC(OC2=CC=C1C(=O)NC1=CC=C2C(=NN(C2=C1)CCC1CCN(CC1)C)C)(C)C